(2-(4-(p-tolyl)tetrahydro-2H-pyran-4-yl)thiazol-4-yl)methanol Methyl-2-(1-((3',5'-dichloro-5-(((4-(piperazin-1-yl)phenyl)amino)methyl)-[1,1-biphenyl]-3-yl)methyl)piperidin-4-yl)acetate CC(C(=O)OCC=1N=C(SC1)C1(CCOCC1)C1=CC=C(C=C1)C)C1CCN(CC1)CC=1C=C(C=C(C1)CNC1=CC=C(C=C1)N1CCNCC1)C1=CC(=CC(=C1)Cl)Cl